FC(OC=1C=C(C=CC1)C1=C(N=C(C2=CC3=C(C=C12)C=NN3)N=S(=O)(C)C)C(C)C)F ((5-(3-(difluoromethoxy)phenyl)-6-isopropyl-1H-pyrazolo[4,3-g]isoquinolin-8-yl)imino)dimethyl-λ6-sulfanone